2-allyl-1,8-naphthyridine-1(2H)-carboxylic acid phenyl ester C1(=CC=CC=C1)OC(=O)N1C(C=CC2=CC=CN=C12)CC=C